C(C)(C)(C)OC(=O)N1CCN(CCC1)C1=C(C=NC2=CC(=C(C=C12)OC)OC)C#N 4-(3-cyano-6,7-dimethoxyquinolin-4-yl)-1,4-diazacycloheptane-1-carboxylic acid tert-butyl ester